5-(2-fluoro-4-phenoxyphenyl)-7-(1,4-dioxaspiro[4.5]decan-8-yl)imidazo[5,1-f][1,2,4]triazin-4-amine FC1=C(C=CC(=C1)OC1=CC=CC=C1)C=1N=C(N2N=CN=C(C21)N)C2CCC1(OCCO1)CC2